acryloyloxyundecyltrihydroxysilane C(C=C)(=O)OCCCCCCCCCCC[Si](O)(O)O